CC1C2CCC(C1)N2 2-Methyl-7-azabicyclo[2.2.1]heptane